1-(chloromethyl)-3-phenoxy-benzene ClCC1=CC(=CC=C1)OC1=CC=CC=C1